(R)-1-(((6-chloro-3-fluoropyridin-2-yl)methyl)amino)butan-2-ol ClC1=CC=C(C(=N1)CNC[C@@H](CC)O)F